N-acetyl-4-benzoquinone imine C(C)(=O)N=C1C=CC(C=C1)=O